O=C(C(=O)[O-])N[C@@H](C(F)(F)F)C.[Na+] sodium (R)-2-oxo-2-((1,1,1-trifluoropropan-2-yl)amino)acetate